2-[5-(1-bromoethyl)-3-chloro-1,2,4-triazol-1-yl]pyrimidine BrC(C)C1=NC(=NN1C1=NC=CC=N1)Cl